C(C1=CC=CC=C1)N1CC2CNC(CC2C1)C 2-benzyl-6-methyl-octahydro-1H-pyrrolo[3,4-c]pyridine